7-methyl 4-(4-((benzyloxy)carbonyl)-1-((1-(tert-butoxycarbonyl)-5-methoxy-7-methyl-1H-indol-4-yl)methyl)piperazin-2-yl)-1H-indole-1,7-dicarboxylate C(C1=CC=CC=C1)OC(=O)N1CC(N(CC1)CC1=C2C=CN(C2=C(C=C1OC)C)C(=O)OC(C)(C)C)C1=C2C=CN(C2=C(C=C1)C(=O)OC)C(=O)[O-]